(R)-2-(3-formylbicyclo[1.1.1]Pentan-1-yl)-3-oxohexahydroimidazo[1,5-a]pyrazine-7(1H)-carboxylate C(=O)C12CC(C1)(C2)N2C(N1[C@@H](CN(CC1)C(=O)[O-])C2)=O